C(N)(=N)C=1C=C(SC1)[C@@H](C)NC(=O)[C@H]1N(C[C@](C1)(COC)F)C(CNC(=O)C=1C=CC2=C(SC3=C2C=CC=C3)C1)=O (2S,4R)-N-((R)-1-(4-carbamimidoylthiophen-2-yl)ethyl)-1-((dibenzo[b,d]thiophene-3-carbonyl)glycyl)-4-fluoro-4-(methoxymethyl)pyrrolidine-2-carboxamide